methyl 1-methyl-1H-1,2,3-triazole-4-carboxylate CN1N=NC(=C1)C(=O)OC